BrCCC1=CC=C(N(C)C)C=C1 4-(2-bromoethyl)-N,N-dimethylaniline